(3,6-dihydro-2H-thiopyran-4-yl)boric acid S1CCC(=CC1)OB(O)O